[Si](C)(C)(C(C)(C)C)O[C@@H]1CN(C[C@@H](C1)O)C(=O)OC(C)(C)C (3S,5R)-tert-butyl 3-((tert-butyldimethylsilyl)oxy)-5-hydroxypiperidine-1-carboxylate